C(\C=C\C(=O)O)(=O)O.C(\C=C\C(=O)O)(=O)O.C(C)OC1=C(CN2C[C@@H](NCC2)C)C=C(C=C1)OC(F)(F)F (S)-1-(2-ethoxy-5-(trifluoromethoxy)benzyl)-3-methylpiperazine difumarate